S1N=CN=C1 1,2,4-Thia-diazol